8-methoxy-6-oxo-6H-benzo[c]chromen-3-yl triflate O(S(=O)(=O)C(F)(F)F)C1=CC=C2C3=C(C(OC2=C1)=O)C=C(C=C3)OC